Methyl 3-amino-1-(2,4-dichlorophenyl)-2-oxo-1,2-dihydrothieno[2,3-b]pyrazine-6-carboxylate NC=1C(N(C2=C(N1)SC(=C2)C(=O)OC)C2=C(C=C(C=C2)Cl)Cl)=O